ClC1=C(C=CC=C1Cl)SC=1C=2N(C(=NC1)N1CC(CC1)NC(OC(C)(C)C)=O)C=CN2 tert-butyl (1-(8-((2,3-dichlorophenyl)thio)imidazo[1,2-c]pyrimidin-5-yl)pyrrolidine-3-yl)carbamate